3-tert-butyl-N-[(2E)-imidazolidin-2-ylidene]-4-[2-(4-methylpentanoylamino)phenoxy]benzamide C(C)(C)(C)C=1C=C(C(=O)N=C2NCCN2)C=CC1OC1=C(C=CC=C1)NC(CCC(C)C)=O